C(C)C=1OC2=C(C1C(C(=O)N)C)C=CC=C2 2-(2-ethyl-3-benzofuranyl)-propionamide